[I-].[I-].[I-].[I-].NC(=O)C=NCCN aminocarbonylmethyleneethylenediamine tetraiodide